C(C1=CC=CC=C1)C1N(CCN(C1)C)C1=NC=2N(C(=C1)N1CCOCC1)N=C(C2)C2=CC=NC=C2 4-(5-(2-benzyl-4-methylpiperazin-1-yl)-2-(pyridin-4-yl)pyrazolo[1,5-a]pyrimidin-7-yl)morpholine